1-(4,5-dimethoxy-2-methylphenyl)dodecane-1,12-diol COC1=CC(=C(C=C1OC)C(CCCCCCCCCCCO)O)C